O[C@@]1(CC[C@@]2([C@H]3CC[C@@]4([C@H](CC[C@H]4[C@@H]3CC[C@H]2C1)C(CN1C(=NC(=C1[2H])[2H])[2H])=O)C)C)COC 1-((3R,5S,8R,9S,10S,13S,14S,17S)-3-hydroxy-3-(methoxymethyl)-10,13-dimethylhexadecahydro-1H-cyclopenta[a]phenanthren-17-yl)-2-(1H-imidazol-1-yl-d3)ethan-1-one